(S)-N-(4-(7-(8-ethynyl-7-fluoro-3,4-dihydroquinolin-1(2H)-yl)-8-fluoro-2-((1-(morpholinomethyl)cyclopropyl)methoxy)pyrido[4,3-d]pyrimidin-4-yl)-1,4-oxazepan-6-yl)acrylamide C(#C)C=1C(=CC=C2CCCN(C12)C1=C(C=2N=C(N=C(C2C=N1)N1CCOC[C@H](C1)NC(C=C)=O)OCC1(CC1)CN1CCOCC1)F)F